NC1CCC(CC1)NC1=NC2=C(C=C(C=C2C=N1)C1=C(C=C(C=C1)NS(=O)(=O)C1=C(C=CC=C1)Cl)F)CC N-(4-(2-(((1r,4r)-4-aminocyclohexyl)amino)-8-ethylquinazolin-6-yl)-3-fluorophenyl)-2-chlorobenzenesulfonamide